2-((2-methoxy-5-methylpyridin-3-yl)sulfonyl)-7-(2-oxa-6-azaspiro[3.3]hept-6-yl)-5-oxa-2-azaspiro[3.4]octane COC1=NC=C(C=C1S(=O)(=O)N1CC2(C1)OCC(C2)N2CC1(COC1)C2)C